FC=1C=C(C(=O)NC2=C(N=CN2)C=O)C=C(C1)C(F)(F)F 3-fluoro-N-(4-formyl-1H-imidazol-5-yl)-5-(trifluoromethyl)benzamide